C(C)(C)(C)OC(C(C)P(=O)(OCC)OCC)=O 2-(diethoxyphosphoryl)propionic acid tert-butyl ester